[F-].[Ce+3].[F-].[F-] cerium (iii) fluoride